C(C1=CC=CC=C1)OC1=CC(=C2C=C(NC2=C1)C(=O)N1C(C2C(C1)CCC2)C(=O)N[C@@H](C[C@H]2C(NCC2)=O)C(CO)=O)Cl 2-(6-(benzyloxy)-4-chloro-1H-indole-2-carbonyl)-N-((S)-4-hydroxy-3-oxo-1-((S)-2-oxopyrrolidin-3-yl)butan-2-yl)octahydrocyclopenta[c]pyrrole-1-carboxamide